(S)-N-(8,9-difluoro-6-oxo-1,2,3,4,5,6-hexahydrobenzo[c][1,7]naphthyridin-1-yl)-N-methyl-2,3-dihydro-1H-indene-5-carboxamide FC=1C(=CC2=C(C(NC=3CNC[C@H](C23)N(C(=O)C=2C=C3CCCC3=CC2)C)=O)C1)F